(+-)-1,1'-binaphthyl C1(=CC=CC2=CC=CC=C12)C1=CC=CC2=CC=CC=C12